P(=O)(OC[C@]1(N2CCC(C1=O)CC2)COC)(OC[C@]2(N1CCC(C2=O)CC1)COC)OC1=CC=CC2=CC=CC=C12 bis(((1S,2R,4S)-2-(methoxymethyl)-3-oxoquinuclidin-2-yl) methyl) naphthalen-1-yl phosphate